[Na].BrCCCOC1=C(C=C(C(=C1)NCC1CCOCC1)[N+](=O)[O-])S(=O)(=O)N(CC1=CC=C(C=C1)OC)CC1=CC=C(C=C1)OC 2-(3-bromopropyloxy)-N,N-bis(4-methoxybenzyl)-5-nitro-4-(((tetrahydro-2H-pyran-4-yl)methyl)amino)benzenesulfonamide sodium